bis(trichloromethyl)carbonate ClC(Cl)(Cl)OC(OC(Cl)(Cl)Cl)=O